NC1=C(C2=C(S1)CCC2)C(=O)NC2=CC(=C(C=C2)Cl)C(F)(F)F amino-N-[4-chloro-3-(trifluoromethyl)phenyl]-5,6-dihydro-4H-cyclopenta[b]thiophene-3-carboxamide